DIHYDROBENZIMIDAZOLONE N1C(NC2=C1C=CC=C2)=O